1-(3-mercaptopropyl)guanidine SCCCNC(=N)N